3-trimethoxysilyl-N-(phenylmethylene)propylamine CO[Si](CCCN=CC1=CC=CC=C1)(OC)OC